N',N'-dimethyl-N-[4-[(E)-(3-methyl-1,3-benzothiazol-2-ylidene)methyl]-1-phenylquinolin-1-ium-2-yl]-N-propylpropane-1,3-diamine CN(CCCN(CCC)C1=[N+](C2=CC=CC=C2C(=C1)/C=C\1/SC2=C(N1C)C=CC=C2)C2=CC=CC=C2)C